OCCCCCCNCCCCCCO N,N-di(6-hydroxyhexyl)amine